(S)-4-((6,7-dichloro-1,2,3,4-tetrahydronaphthalen-2-yl)oxy)-1H-1,2,3-triazole-5-carboxylic acid ClC=1C=C2CC[C@@H](CC2=CC1Cl)OC=1N=NNC1C(=O)O